2-Ethyl-hexylmethacrylat C(C)C(COC(C(=C)C)=O)CCCC